N=1N(N=C2C1C=CC=C2)C2=C(C(=CC(=C2)CCCCCCCC)CCCCCCCCCC)O 2-(2H-benzotriazol-2-yl)-6-decyl-4-octylphenol